COC=1C=2N(C=CC1C1CCNCC1)C(=CN2)N2C(NC(CC2)=O)=O 1-[8-Methoxy-7-(4-piperidyl)imidazo[1,2-a]pyridin-3-yl]hexahydropyrimidine-2,4-dione